Cl.FC1=CC=C(C=C1)[C@@H]1N(CCC2=CC=CC=C12)C(=O)N[C@@H]1C[C@H](C1)NC (S)-1-(4-fluorophenyl)-N-(trans-3-(methylamino)cyclobutyl)-3,4-dihydroisoquinoline-2(1H)-carboxamide hydrochloride